tert-butyl 4-ethynylbenzoate C(#C)C1=CC=C(C(=O)OC(C)(C)C)C=C1